4-[3-[2,6-Dichloro-4-(4-methyl-4,7-diazaspiro[2.5]octan-7-yl)benzoyl]-2,4-dihydro-1,3-benzoxazin-8-yl]-5-fluoro-2-(3-oxa-8-azabicyclo[3.2.1]octan-8-yl)benzoic acid ClC1=C(C(=O)N2COC3=C(C2)C=CC=C3C3=CC(=C(C(=O)O)C=C3F)N3C2COCC3CC2)C(=CC(=C1)N1CCN(C2(CC2)C1)C)Cl